O1CCN(CC1)C1=CC(=NC=2N1N=C(C2)C2=CC=NC=C2)N2N=C(C=C2)CC(=O)OCC ethyl 2-(1-(7-morpholino-2-(pyridin-4-yl)pyrazolo[1,5-a]pyrimidin-5-yl)-1H-pyrazol-3-yl)acetate